N1N=CC=2C1=NC(=CC2)C=2CCN(CC2)CC2=CN=C1C=C(C(NC1=C2)=O)C2CC2 7-((4-(1H-pyrazolo[3,4-b]pyridin-6-yl)-3,6-dihydropyridin-1(2H)-yl)methyl)-3-cyclopropyl-1,5-naphthyridin-2(1H)-one